CN(C1CCC(CC1)C1=CN(C=2N=CC=3C=CC(=CC3C21)C=2C=NN(C2)C)C)C N,N-dimethyl-4-(3-methyl-8-(1-methyl-1H-pyrazol-4-yl)-3H-pyrrolo[2,3-c]isoquinolin-1-yl)cyclohexan-1-amine